(4-(4-((1-cyclopropyl-3-(tetrahydro-2H-pyran-4-yl)-1H-pyrazol-4-yl)oxy)quinolin-7-yl)pyridin-2-yl)propan-2-ol C1(CC1)N1N=C(C(=C1)OC1=CC=NC2=CC(=CC=C12)C1=CC(=NC=C1)CC(C)O)C1CCOCC1